2-(3,6-dihydro-2H-pyran-4-yl)-4-phenoxy-pyrimidine-5-carboxylate O1CCC(=CC1)C1=NC=C(C(=N1)OC1=CC=CC=C1)C(=O)[O-]